1-(3-((2-(((1,1,1,3,3,3-Hexafluoropropan-2-yl)oxy)carbonyl)-2,8-diazaspiro[4.5]decan-8-yl)methyl)-5-(trifluoromethyl)benzyl)piperidine-4-carboxylic acid FC(C(C(F)(F)F)OC(=O)N1CC2(CC1)CCN(CC2)CC=2C=C(CN1CCC(CC1)C(=O)O)C=C(C2)C(F)(F)F)(F)F